ClC=1C=CC(=NC1)COC1=NN=C(S1)NC(=O)C1=CN=NC=C1C1=C(C=CC=C1)OC N-(5-((5-chloropyridin-2-yl)methoxy)-1,3,4-thiadiazol-2-yl)-5-(2-methoxyphenyl)pyridazine-4-carboxamide